4-phenyl-α-trifluoromethyl-styrene C1(=CC=CC=C1)C1=CC=C(C(=C)C(F)(F)F)C=C1